(R)-o-nitrophenyl glycidyl ether C([C@H]1CO1)OC1=C(C=CC=C1)[N+](=O)[O-]